2-amino-6-nitro-N-(1-phenylcyclopropyl)benzamide NC1=C(C(=O)NC2(CC2)C2=CC=CC=C2)C(=CC=C1)[N+](=O)[O-]